oxo-1',2',4,6-tetrahydrospiro[cyclopenta[b]thiophene-5,3'-pyrrolo[2,3-b]pyridine]-2-carboxylic acid O=C1C2(C=3C(=NC=CC3)N1)CC1=C(SC(=C1)C(=O)O)C2